2-(((2R,4R,5R)-4-(7-(((1R,2S)-2-(3,4-difluorophenyl)cyclopropyl)amino)-5-(propylthio)-3H-[1,2,3]triazolo[4,5-d]pyrimidin-3-yl)-5-(hydroxymethyl)tetrahydrofuran-2-yl)methoxy)ethan-1-ol FC=1C=C(C=CC1F)[C@H]1[C@@H](C1)NC=1C2=C(N=C(N1)SCCC)N(N=N2)[C@@H]2C[C@@H](O[C@H]2CO)COCCO